ClC1=C(C=C(C=C1)/C=C/C(=O)N[C@@H](C(C)C)C(=O)N[C@H](CCC(=O)OC(C)(C)C)C(=O)OCC)OC 5-(tert-butyl) 1-ethyl ((E)-3-(4-chloro-3-methoxyphenyl)acryloyl)-L-valyl-D-glutamate